2-(2-Fluoro-phenyl)-7-methyl-N-[(3S)-2-oxo-5-phenyl-1,3-dihydro-1,4-benzodiazepin-3-yl]pyrazolo[1,5-a]pyrimidine-3-carboxamide FC1=C(C=CC=C1)C1=NN2C(N=CC=C2C)=C1C(=O)N[C@@H]1C(NC2=C(C(=N1)C1=CC=CC=C1)C=CC=C2)=O